tert-Butyl 2,3-dichloro-6-oxo-7,8,9,10-tetrahydrocyclohepta[b]indole-5(6H)-carboxylate ClC=1C=C2C3=C(N(C2=CC1Cl)C(=O)OC(C)(C)C)C(CCCC3)=O